2-(2-Chlorophenyl)-3,9-bis(1-methyl-1H-pyrazol-4-yl)imidazo[2,1-f][1,6]naphthyridine ClC1=C(C=CC=C1)C=1N=C2C=3C=C(C=NC3C=CN2C1C=1C=NN(C1)C)C=1C=NN(C1)C